C(C)(C)(C)N1N=C(C(=C1C)O)C1=CC=C(C=C1)S(=O)(=O)C 1-(tert-Butyl)-3-(4-(methylsulfonyl)phenyl)-5-methyl-pyrazol-4-ol